Ethyl 6-hydroxy-[1,3]dioxolo[4,5-h]quinolin-7-carboxylate OC1=C(C=NC=2C3=C(C=CC12)OCO3)C(=O)OCC